(7R)-5-chloro-2-(2-(((2,3-dihydroxypropoxy) (hydroxy) phosphoryl) oxy) ethyl)-3-((S,1e,3e)-3,5-dimethylhept-1,3-dien-1-yl)-7-methyl-6,8-dioxo-2,6,7,8-tetrahydroisoquinolin-7-yl acetate C(C)(=O)O[C@]1(C(C(=C2C=C(N(C=C2C1=O)CCOP(=O)(O)OCC(CO)O)\C=C\C(=C\[C@H](CC)C)\C)Cl)=O)C